n-Octadecenylsuccinic anhydride CCCCCCCCCCCCCCCC/C=C/C1CC(=O)OC1=O